(S)-4-(7-bromo-6-chloro-2-(((S)-1-methylpyrrolidin-2-yl)methoxy)quinazolin-4-yl)-3-methylpiperazine-1-carboxylic acid tert-butyl ester C(C)(C)(C)OC(=O)N1C[C@@H](N(CC1)C1=NC(=NC2=CC(=C(C=C12)Cl)Br)OC[C@H]1N(CCC1)C)C